[N+](=O)([O-])C1=C(C(N[N+](=O)[O-])([N+](=O)[O-])[N+](=O)[O-])C=CC=C1 trinitrobenzyl-nitroamine